C(C)(=O)NCC(=O)OC(C(C)C)OC(NC[C@@]1(C(CCCC1)=O)C1=C(C=CC=C1)Cl)=O (S)-1-(2-chlorophenyl)-2-oxocyclohexylmethylcarbamic acid 1-(2-acetamidoacetyloxy)-2-methylpropyl ester